ClC=1C=C(C=CC1)C=1C(C(C=CC1)C[C@@H]1N(CC([C@@H]1NS(=O)(=O)C)(F)F)C(=O)C1OCC1)(F)F N-[(2S,3R)-2-[(3'-chloro-2,2-difluoro[1,1'-biphenyl]-3-yl)methyl]-4,4-difluoro-1-(oxetane-2-carbonyl)pyrrolidin-3-yl]methanesulfonamide